C(C)(C)(C)N(C(O)=O)CCCCN=[N+]=[N-].N(=[N+]=[N-])CCCCNC(=N)N 1-(4-azidobutyl)guanidine Tert-butyl-(4-azidobutyl)carbamate